CN[C@H](C(=O)O)CCCC(=O)O (S)-2-(methylamino)hexanedioic acid